N1C(N=CC2=CC=CC=C12)=O 2-quinazolinone